6-[(2S)-2-aminopropyl]-2-chloro-7-methyl-N-[(1,3-oxazol-5-yl)methyl]thieno[3,2-d]pyrimidin-4-amine N[C@H](CC1=C(C=2N=C(N=C(C2S1)NCC1=CN=CO1)Cl)C)C